C(C=C)(=O)N1[C@@H](CCCC1)COC=1C(=NC=NC1N)C=1C(=C(C=C(C1)F)N1C(C=2N(CC1)C1=C(C2)CC(C1)(C)C)=O)C (S)-2-(3-(5-((1-acryloylpiperidin-2-yl)methoxy)-6-aminopyrimidin-4-yl)-5-fluoro-2-methylphenyl)-7,7-dimethyl-3,4,7,8-tetrahydro-2H-cyclopenta[4,5]pyrrolo[1,2-a]pyrazin-1(6H)-one